2-(2-acetylpyrrolidin-1-yl)glutaric acid C(C)(=O)C1N(CCC1)C(C(=O)O)CCC(=O)O